N1(CCOCC1)CCNC(=O)NC1=CC=C(C=C1)C(F)(F)F 1-[2-(4-morpholinyl)ethyl]-3-(4-trifluoromethylphenyl)urea